4-(4-((1S,6R)-3,9-diazabicyclo[4.2.1]nonan-3-yl)-2-((1-((dimethylamino)methyl)cyclopropyl)methoxy)-8-fluoroquinazolin-7-yl)-5-ethynyl-6-fluoronaphthalen-2-ol [C@@H]12CN(CC[C@@H](CC1)N2)C2=NC(=NC1=C(C(=CC=C21)C2=CC(=CC1=CC=C(C(=C21)C#C)F)O)F)OCC2(CC2)CN(C)C